N[C@@H]1C=2C=NC=CC2CC12CCN(CC2)C2=CC=C1C(N(C(NC1=C2)=O)C2=C(C(=CC=C2)Cl)Cl)=O (S)-7-(7-amino-5,7-dihydro-spiro[cyclopenta[c]pyridin-6,4'-piperidin]-1'-yl)-3-(2,3-dichlorophenyl)quinazoline-2,4(1H,3H)-dione